COCCN1N=CC(C1C1CCN(CC1)C1=NC(=CC(=N1)SC)C(F)(F)F)C 2-(4-(1-(2-Methoxyethyl)-4-methyl-4H-pyrazol-5-yl)piperidin-1-yl)-4-(methylthio)-6-(trifluoromethyl)pyrimidine